benzodithiazole-bistin salt [Sn].[Sn].S1SNC2=C1C=CC=C2